1-(Cyclopropylmethyl)-5-(((cyclopropylmethyl)amino)methyl)-N-(2-fluoro-5-((1s,3s)-3-methyl-1-(4-methyl-4H-1,2,4-triazol-3-yl)cyclobutyl)phenyl)-2-oxo-1,2-dihydropyridine-3-carboxamide C1(CC1)CN1C(C(=CC(=C1)CNCC1CC1)C(=O)NC1=C(C=CC(=C1)C1(CC(C1)C)C1=NN=CN1C)F)=O